[1,3-bis(2,4,6-trimethylphenyl)imidazolidin-2-yl]ruthenium (II) CC1=C(C(=CC(=C1)C)C)N1C(N(CC1)C1=C(C=C(C=C1C)C)C)[Ru+]